2-((4-Amino-3-(4-hydroxyphenyl)-1H-pyrazolo[3,4-d]pyrimidin-1-yl)methyl)-5-ethynyl-3-(2-fluorobenzyl)quinazolin-4(3H)-one NC1=C2C(=NC=N1)N(N=C2C2=CC=C(C=C2)O)CC2=NC1=CC=CC(=C1C(N2CC2=C(C=CC=C2)F)=O)C#C